1-phenyl-3-(2,3-dimethoxystyryl)-5-(2,3-dimethoxystyryl)-pyrazoline C1(=CC=CC=C1)N1NC(=CC1C=CC1=C(C(=CC=C1)OC)OC)C=CC1=C(C(=CC=C1)OC)OC